NC=1N=C(C2=C(C=NN(C2=O)CC2=CC=C(C=C2)CN2CCCC2)N1)N[C@@H](C)CCC (S)-2-Amino-4-(pentan-2-ylamino)-6-(4-(pyrrolidin-1-ylmethyl)benzyl)pyrimido[4,5-d]pyridazin-5(6H)-one